C(OCCCCCCCCCCC1=CC=C2C3=C1O[C@@H]1[C@]34CCN(C([C@@]4(CCC1=O)O)C2)CC2CC2)([O-])=O (4aS,7aR,12bS)-3-(cyclopropylmethyl)-4a-hydroxy-7-oxo-2,3,4,4a,5,6,7,7a-octahydro-1H-4,12-methanobenzofuro[3,2-e]isoquinolin-9-yldecyl carbonate